6-(((R)-2-hydroxy-2-methylbut-3-yn-1-yl)oxy)-4-(6-(6-((6-Methoxypyridin-3-yl)methyl)-3,6-diazabicyclo[3.1.1]heptan-3-yl)pyridin-3-yl)pyrazolo[1,5-a]pyridine O[C@@](COC=1C=C(C=2N(C1)N=CC2)C=2C=NC(=CC2)N2CC1N(C(C2)C1)CC=1C=NC(=CC1)OC)(C#C)C